(1-(4-(tetrahydrofuran-3-yl)thiazol-2-yl)-1H-pyrrolo[3,2-c]pyridin-6-yl)acetamide O1CC(CC1)C=1N=C(SC1)N1C=CC=2C=NC(=CC21)CC(=O)N